[Se].[Zn].[Mn] manganese zinc selenium